O1COC2=C1C=CC=C2NS(=O)(=O)C2=CNC1=NC(=CC=C12)Br N-(1,3-benzodioxol-4-yl)-6-bromo-1H-pyrrolo[2,3-b]pyridine-3-sulfonamide